ClC1=CC=C(C(=N1)C(F)(F)F)S(=O)(=O)N1CC2(C1)CNC2 2-((6-chloro-2-(trifluoromethyl)pyridin-3-yl)sulfonyl)-2,6-diazaspiro[3.3]heptane